(6S)-2-chlorospiro[4,6-dihydro-cyclopenta[d]thiazole-5,4'-piperidin]-6-amine hydrochloride Cl.ClC=1SC2=C(N1)CC1(CCNCC1)[C@@H]2N